FC(C(=O)O)(F)F.C(C)(=O)OCC Ethyl acetate trifluoroacetate salt